C1(CC1)N(C1=C(C(=NC=N1)NCC1(C(CN(CC1)CC(=O)N)O)CO)F)CC1=CC=C(C=C1)C(F)(F)F 2-(4-(((6-(cyclopropyl(4-(trifluoromethyl)benzyl)amino)-5-fluoropyrimidin-4-yl)amino)methyl)-3-hydroxy-4-(hydroxymethyl)piperidin-1-yl)acetamide